CC(CO)(C)N1CCNCC1 2-methyl-2-(piperazin-1-yl)propan-1-ol